4-((4'-amino-6-fluoro-3'-nitro-[1,1'-biphenyl]-3-yl)methyl)-6-(trifluoromethoxy)phthalazin-1(2H)-one NC1=C(C=C(C=C1)C1=CC(=CC=C1F)CC1=NNC(C2=CC=C(C=C12)OC(F)(F)F)=O)[N+](=O)[O-]